NC1=NC=CC(=C1F)CC=1C(=C(C=NC1)NC1=C(C=C2C(=N1)OCCO2)F)C N-[5-[(2-amino-3-fluoro-4-pyridyl)methyl]-4-methyl-3-pyridyl]-7-fluoro-2,3-dihydro-[1,4]dioxino[2,3-b]pyridin-6-amine